methyl n-triacontanoate C(CCCCCCCCCCCCCCCCCCCCCCCCCCCCC)(=O)OC